4-((R)-1-cyclopropylpropylamino)-2-((1r,4R)-4-hydroxycyclohexylamino)pyrimidine-5-carboxamide C1(CC1)[C@@H](CC)NC1=NC(=NC=C1C(=O)N)NC1CCC(CC1)O